N-(2,4-difluoro-3-(1-(4,5,6,7-tetrahydro-1H-benzo[d]imidazol-2-yl)imidazo[1,5-a]pyridin-6-yl)phenyl)-5-fluoro-2-methoxypyridine-3-sulfonamide FC1=C(C=CC(=C1C=1C=CC=2N(C1)C=NC2C2=NC1=C(N2)CCCC1)F)NS(=O)(=O)C=1C(=NC=C(C1)F)OC